2,4,6-triphenylpyrane tetrafluoroborate F[B-](F)(F)F.C1(=CC=CC=C1)C1OC(=CC(=C1)C1=CC=CC=C1)C1=CC=CC=C1